FC1(CC2=NC=CC=C2O1)F 2,2-difluoro-3H-furo[3,2-b]pyridin